C(C)(C)N1C(=NC2=NC=C(C=C21)C=2C=CN1N=C(N=CC12)N[C@@H]1CC[C@@H](CC1)N1CCOCC1)C 5-(1-isopropyl-2-methyl-1H-imidazo[4,5-b]pyridin-6-yl)-N-(cis-4-morpholinocyclohexyl)pyrrolo[2,1-f][1,2,4]triazin-2-amine